1-{2-[1-(2-fluorobenzoyl)-5-{[(4-fluorophenyl)methyl]amino}-4-methoxy-1H-pyrazol-3-yl]-3-(trifluoromethyl)piperazine-1-carbonyl}pyrrolidin-3-ol FC1=C(C(=O)N2N=C(C(=C2NCC2=CC=C(C=C2)F)OC)C2N(CCNC2C(F)(F)F)C(=O)N2CC(CC2)O)C=CC=C1